4-bromo-6-methyl-2-(p-tolyl)pyridazin-3-one BrC=1C(N(N=C(C1)C)C1=CC=C(C=C1)C)=O